cyclopentane-ethylamine hydrochloride Cl.C1(CCCC1)CCN